Cl.C1(CC(C1)N)N Cyclobutane-1,3-diamine hydrochloride